ClC1=C(C=CC(=C1)F)NC(=O)C1CN(C1)C(=O)N1CCN(CC1)C=1OC=2C(=NC(=CC2)Cl)N1 N-(2-chloro-4-fluorophenyl)-1-[4-(5-chloro-[1,3]oxazolo[4,5-b]pyridin-2-yl)piperazine-1-carbonyl]azetidine-3-carboxamide